(±)-tert-butyl-4-(4-chloropyridin-2-yl)-trans-2,3-dimethylpiperazine-1-carboxylate C(C)(C)(C)OC(=O)N1[C@H]([C@@H](N(CC1)C1=NC=CC(=C1)Cl)C)C |r|